diethyl-ammonium fumarate C(\C=C\C(=O)[O-])(=O)[O-].C(C)[NH2+]CC.C(C)[NH2+]CC